FC1=C(C(=CC=C1)C)C=1C=C/2C(=CN1)NC(\C2=C(\C)/NC2=NN(C(=C2)C)C(C#N)(C)C)=O (Z)-2-(3-((1-(5-(2-Fluoro-6-methylphenyl)-2-oxo-1H-pyrrolo[2,3-c]pyridin-3(2H)-ylidene)ethyl)amino)-5-methyl-1H-pyrazol-1-yl)-2-methylpropanenitrile